di((Z)-non-2-en-1-yl) 9-((4-(dimethylamino) butyryl) oxy)-heptadecanedioate CN(CCCC(=O)OC(CCCCCCCC(=O)OC\C=C/CCCCCC)CCCCCCCC(=O)OC\C=C/CCCCCC)C